FC(C(=C(C(C(F)(F)F)(F)F)F)C(F)(F)F)(F)F Perfluoro-2-(trifluoromethyl)pent-2-ene